ethyl-5-methyl-1H-indazole C(C)N1N=CC2=CC(=CC=C12)C